FC=1C(=C(C=CC1)C(=O)N1[C@@H]2[C@@H](C[C@H](C1)C2)NC2=CC=C(C=C2)C)C2=NC=CC=N2 (3-fluoro-2-(pyrimidin-2-yl)phenyl)((1S,4S,6R)-6-(p-tolylamino)-2-azabicyclo[2.2.1]heptan-2-yl)methanone